CN1CCC(CC1)(C)CNC1CCN(CC1)C1=C(C=CC=C1)/C=C/C(=O)NO (E)-3-(2-(4-(((1,4-dimethylpiperidin-4-yl)methyl)amino)piperidin-1-yl)phenyl)-N-hydroxyacrylamide